C(C)C1(NC(NC1=O)=O)C1=CC(=C(C(=O)O)C=C1)C 4-(4-ethyl-2,5-dioxoimidazolidin-4-yl)-2-methylbenzoic acid